C1=CC=CC=2C=CC=3C=C4C=CC=CC4=CC3C21 benz-anthracene